(R)-2-((2-Aminopyrido[3,4-d]pyrimidin-4-yl)amino)-2-methylhexan NC=1N=C(C2=C(N1)C=NC=C2)NC(C)(CCCC)C